(R)-N-(3,4-difluorophenyl)-3-(2-((2,3-dihydroxypropyl)amino)-1,1-difluoro-2-oxoethyl)-4-fluorobenzamide FC=1C=C(C=CC1F)NC(C1=CC(=C(C=C1)F)C(C(=O)NC[C@H](CO)O)(F)F)=O